(2r,5r)-4-[2-(6-bromo-3,3-dimethyl-2H-pyrrolo[3,2-b]pyridin-1-yl)-2-oxo-ethyl]-5-(hydroxymethyl)-2-methyl-piperazine-1-carboxylic acid tert-butyl ester C(C)(C)(C)OC(=O)N1[C@@H](CN([C@H](C1)CO)CC(=O)N1CC(C2=NC=C(C=C21)Br)(C)C)C